2-fluoro-N-(4-(11-methyl-7-((4-methylpyrimidin-2-yl)oxy)-5,11-dihydro-4H-1,3,4,11-Tetraazadibenzo[cd,h]azulene-10-yl)phenyl)acrylamide FC(C(=O)NC1=CC=C(C=C1)C=1N(C=2C(C(=CC3=C4C(C=NC24)=NNC3)OC3=NC=CC(=N3)C)=CC1)C)=C